CN(C)CC1=NC=NC(=C1C(=O)OCC([C@H](C[C@H]1C(NCC1)=O)NC([C@@H](NC(=O)C=1NC2=CC=CC(=C2C1)OC)CC(C)C)=O)=O)C (3S)-3-({N-[(4-methoxy-1H-indol-2-yl) carbonyl]-L-leucyl}amino)-2-oxo-4-[(3S)-2-oxopyrrolidin-3-yl]butyl 4-[(dimethylamino)methyl]-6-methylpyrimidine-5-carboxylate